ClC=1C(=C(C=CC1)C1(CN(CC1)C(=O)OC(C)(C)C)NC=1C=C2C(N(C(C2=CC1)(C)C)CC(F)(F)F)=O)C tert-butyl 3-(3-chloro-2-methylphenyl)-3-((1,1-dimethyl-3-oxo-2-(2,2,2-trifluoroethyl)isoindolin-5-yl)amino)pyrrolidine-1-carboxylate